[2-[6-chloro-8-[2-(2,2,2-trifluoroethoxy)phenyl]imidazo[1,2-a]pyridin-2-yl]-4,5-dihydrooxazol-4-yl]methanol ClC=1C=C(C=2N(C1)C=C(N2)C=2OCC(N2)CO)C2=C(C=CC=C2)OCC(F)(F)F